(R)-3-amino-N-(3-(4-((3-(1-(cyanomethyl)-3-(trifluoromethyl)-1H-pyrazol-4-yl)imidazo[1,2-a]pyrazin-8-yl)amino)-2-ethylbenzamido)propyl)pyrrolidine-1-carboxamide N[C@H]1CN(CC1)C(=O)NCCCNC(C1=C(C=C(C=C1)NC=1C=2N(C=CN1)C(=CN2)C=2C(=NN(C2)CC#N)C(F)(F)F)CC)=O